O1COC2=C1C=CC(=C2)C=CC(=O)NC(C(=O)NC2=CC=C(C(=O)NO)C=C2)CC2=CC=CC=C2 4-(2-(3-(benzo[d][1,3]dioxol-5-yl)acrylamido)-3-phenylpropionamido)-N-hydroxybenzamide